(1S,2R)-2-((S)-1-((1,3-Dioxoisoindolin-2-yl)methyl)-8-(((S)-1-(5-methylisoxazol-3-carbonyl)pyrrolidin-3-yl)oxy)-1,2,3,4-tetrahydroisochinolin-2-carbonyl)cyclohexan O=C1N(C(C2=CC=CC=C12)=O)C[C@H]1N(CCC2=CC=CC(=C12)O[C@@H]1CN(CC1)C(=O)C1=NOC(=C1)C)C(=O)C1CCCCC1